C(C)(C)(C)OC(=O)N1C[C@H]([C@@H](CC1)O)N1CC2=CC=CC=C2CC1 trans-3-(3,4-Dihydroisoquinolin-2(1H)-yl)-4-hydroxypiperidine-1-carboxylic acid tert-butyl ester